(4-amino-4-methylpiperidin-1-yl)(5-((2-(trifluoromethyl)phenyl)thio)furan-2-yl)methanone NC1(CCN(CC1)C(=O)C=1OC(=CC1)SC1=C(C=CC=C1)C(F)(F)F)C